COC(C1=CC=C(C=C1)NC1CCCCC1)=O 4-(cyclohexylamino)benzoic acid methyl ester